N-[4-isopropyl-5-[4-(trifluoromethoxy)phenyl]thiazol-2-yl]-8-oxo-6,7-dihydro-5H-indolizine-5-carboxamide C(C)(C)C=1N=C(SC1C1=CC=C(C=C1)OC(F)(F)F)NC(=O)C1N2C=CC=C2C(CC1)=O